C(=O)(O)C1=CC=C(C=C1)CC1=CC=C(C=C1)C(=O)O bis(4-carboxyphenyl)methane